3-chloro-5-(2-(4-((2-(1'-((1-(2-(2,6-dioxopiperidin-3-yl)-1,3-Dioxoisoindolin-5-yl)azetidin-3-yl)methyl)-[4,4'-bipiperidin]-1-yl)pyrimidin-4-yl)methoxy)phenyl)propan-2-yl)benzonitrile ClC=1C=C(C#N)C=C(C1)C(C)(C)C1=CC=C(C=C1)OCC1=NC(=NC=C1)N1CCC(CC1)C1CCN(CC1)CC1CN(C1)C=1C=C2C(N(C(C2=CC1)=O)C1C(NC(CC1)=O)=O)=O